1-(tert-butyl) 5-(2,5-dioxopyrrolidin-1-yl) ((S)-5-(tert-butoxy)-4-(4-(4-iodophenyl)butanamido)-5-oxopentanoyl)-L-glutamate C(C)(C)(C)OC([C@H](CCC(=O)N[C@@H](CCC(=O)ON1C(CCC1=O)=O)C(=O)OC(C)(C)C)NC(CCCC1=CC=C(C=C1)I)=O)=O